COC=1C=C(C=CC1OC)C=1NC2=CC=C(C=C2C1C(C)C)C1CCN(CC1)C(CNCCO)=O 1-(4-(2-(3,4-dimethoxyphenyl)-3-isopropyl-1H-indol-5-yl)piperidin-1-yl)-2-((2-hydroxyethyl)amino)ethan-1-one